COC1=C(CN2CC3=CC=NC=C3C3=C2N2C(=N3)C=CN=C2)C=CC(=C1)OC 6-(2,4-dimethoxybenzyl)pyrimido[6',1':2,3]imidazo[4,5-c][2,6]naphthyridin